C1CC(CCC1C(=O)O)O (1S,4s)-4-hydroxycyclohexane-1-carboxylic acid